FC=1C=C(C#N)C=CC1COC1=NC(=NC=C1F)C1=CCC(CC1)CC=O 3-fluoro-4-(((5-fluoro-2-(4-(2-oxoethyl)cyclohex-1-en-1-yl)pyrimidin-4-yl)oxy)methyl)benzonitrile